F[P-](F)(F)(F)(F)F.[Sn+4].F[P-](F)(F)(F)(F)F.F[P-](F)(F)(F)(F)F.F[P-](F)(F)(F)(F)F tin hexafluorophosphate